C(=O)[C@H]1N(CCCCC1)C(=O)OC(C)(C)C tert-Butyl (S)-2-formylazepane-1-carboxylate